4-[(4-cyclohexylphenyl)amino]-2-[(2-ethoxyethyl)(methyl)amino]-6-(propan-2-yl)-5,6-dihydro-7H-pyrrolo[3,4-d]pyrimidin-7-one C1(CCCCC1)C1=CC=C(C=C1)NC=1C2=C(N=C(N1)N(C)CCOCC)C(N(C2)C(C)C)=O